4-(3-methoxy-4-{[3-methyl-5-(trifluoromethyl)phenoxy]methyl}phenyl)-2H,4H,5H,6H,7H-pyrazolo[3,4-b]pyridin-6-one COC=1C=C(C=CC1COC1=CC(=CC(=C1)C(F)(F)F)C)C1C=2C(NC(C1)=O)=NNC2